C(#N)[C@H](C)NC1=CC(=NC=C1C=1SC(=NN1)N1CC2CCC(C1)N2)C2=CC=C1N2N=CC(=C1)C#N 7-(4-{[(1S)-1-cyanoethyl]amino}-5-(5-{3,8-diazabicyclo[3.2.1]octan-3-yl}-1,3,4-thiadiazol-2-yl)pyridin-2-yl)pyrrolo[1,2-b]pyridazine-3-carbonitrile